CC1(CC(CCC1)N)NC 1,N1-dimethyl-1,3-cyclohexanediamine